2-(4-Amino-4-methyl-piperidin-1-yl)-5-benzo[1,2,5]-oxadiazol-4-yl-pyrimidine-4-carboxylic acid amide NC1(CCN(CC1)C1=NC=C(C(=N1)C(=O)N)C1=CC=CC=2C1=NON2)C